FC1=C(C=C(C(=C1)F)F)CC(=O)O (2,4,5-trifluoro)phenylacetic acid